IC#C Iodoacetylene